2-[(cyclobutylcarbonyl)oxy]isoindole-1,3-dione C1(CCC1)C(=O)ON1C(C2=CC=CC=C2C1=O)=O